C(C)(C)(C)OC(=O)N1C(=CC=2C=NC(=CC21)CNC(=O)C=2N=C1N(C(C2)=O)C=CC=C1)C(OCC)OCC.NCC=1OC2=CC=CC=C2C(C1C1=C(C=CC=C1)F)=O 2-(Aminomethyl)-3-(2-fluorophenyl)-4H-chromen-4-one tert-butyl-2-(diethoxymethyl)-6-[[(4-oxopyrido[1,2-a]pyrimidine-2-carbonyl)amino]methyl]pyrrolo[3,2-c]pyridine-1-carboxylate